2-phenyl-3-p-tolylglutaric acid C1(=CC=CC=C1)C(C(=O)O)C(CC(=O)O)C1=CC=C(C=C1)C